2-(N-(1-(1-(2-chloro-3-methylphenyl)ethyl)piperidin-4-yl)methylsulfonamido)-N-(2-oxo-2-(prop-2-yn-1-ylamino)ethyl)acetamide ClC1=C(C=CC=C1C)C(C)N1CCC(CC1)N(S(=O)(=O)C)CC(=O)NCC(NCC#C)=O